N1(CCCC1)[C@@H]1CN(CC1)C1=CC=CC(=N1)NC=1C2=C(C(=NC1)C1=C3C(=NC=C1)N(C=C3)C)CNC2=O (S)-7-((6-([1,3'-bipyrrolidin]-1'-yl)pyridin-2-yl)amino)-4-(1-methyl-1H-pyrrolo[2,3-b]pyridin-4-yl)-2,3-dihydro-1H-pyrrolo[3,4-c]pyridin-1-one